OC1(C(C(=O)C2=CC=CC=C2)C=CC(=C1)OCCO)C.[Li] lithium 2-hydroxy-4-(2-hydroxyethoxy)-2-methylbenzophenone